3-[4-(1,4-dimethyl-1H-imidazol-5-yl)-1H-1,2,3-triazol-1-yl]Benzoic acid methyl ester COC(C1=CC(=CC=C1)N1N=NC(=C1)C1=C(N=CN1C)C)=O